8-amino-6-fluoro-2-((2-hydroxyethoxy)methyl)-2,5-dimethyl-3,4-dihydro-naphthalen-1(2H)-one NC=1C=C(C(=C2CCC(C(C12)=O)(C)COCCO)C)F